4-fluoro-N-(7-methoxy-6-(piperidin-4-yloxy)quinazolin-4-yl)benzamide FC1=CC=C(C(=O)NC2=NC=NC3=CC(=C(C=C23)OC2CCNCC2)OC)C=C1